(1R,2S,5R)-1-amino-5-(2-boronoethyl)-2-((2-((tert-butoxycarbonyl)(methyl)amino)acetamido)methyl)cyclohexane-1-carboxylic acid N[C@]1([C@@H](CC[C@H](C1)CCB(O)O)CNC(CN(C)C(=O)OC(C)(C)C)=O)C(=O)O